N-[(2,5-dimethoxyphenyl)methyl]-1-[5-(pyridin-4-yl)-1H-pyrazole-3-carbonyl]piperidine-4-carboxamide COC1=C(C=C(C=C1)OC)CNC(=O)C1CCN(CC1)C(=O)C1=NNC(=C1)C1=CC=NC=C1